COC(NC1CCN(CC1)C1=CC=C(C=C1)OC(F)(F)F)=O methyl-N-[1-[4-(trifluoromethoxy)phenyl]-4-piperidyl]carbamate